methyl 2-methyl-4-(trifluoromethoxy)benzoate CC1=C(C(=O)OC)C=CC(=C1)OC(F)(F)F